tert-butyl (S)-(trans-4-(2-aminopropyl)cyclohexyl)carbamate acetate C(C)(=O)O.N[C@H](C[C@@H]1CC[C@H](CC1)NC(OC(C)(C)C)=O)C